C1(=CC=CC=C1)C=1C=C(N)C=C(C1)C1=CC=CC=C1 3,5-diphenyl-aniline